6-(3-pyridin-4-yl-propoxy)-2-thieno[3,2-c]pyridin-6-yl-3H-quinazolin-4-one N1=CC=C(C=C1)CCCOC=1C=C2C(NC(=NC2=CC1)C1=CC2=C(C=N1)C=CS2)=O